NC1=NC=CC(=C1N)C=1C=NN(C1)C1=CC=C(C=N1)C(C(F)(F)F)(O)C1CCN(CC1)C 1-(6-(4-(2,3-diaminopyridin-4-yl)-1H-pyrazol-1-yl)pyridin-3-yl)-2,2,2-trifluoro-1-(1-methylpiperidin-4-yl)ethanol